triphosphate-guanine N1C(N)=NC=2N=CNC2C1=O.OP(O)(=O)OP(=O)(O)OP(=O)(O)O